F[C@@H]1CC(C[C@@H]1F)N |r| rac-(3r,4s)-3,4-difluorocyclopentane-1-amine